2,3,4,5-tetrafluoro-6-hydroxybenzene-1-sulfonyl chloride FC1=C(C(=C(C(=C1F)F)F)O)S(=O)(=O)Cl